6-methyl-4-[(1-methylcyclopropyl)amino]-N-(1,3-oxazol-2-ylmethyl)furo[2,3-d]pyrimidine-5-carboxamide CC1=C(C2=C(N=CN=C2NC2(CC2)C)O1)C(=O)NCC=1OC=CN1